O1[C@@H]([C@@](O)(C(=O)C=2C(O)=CC(O)=CC12)CC(=O)[O-])C1=CC=C(O)C=C1 Aromadendrin-3-acetate